C(C1=CC=CC=C1)C(CNC(=O)C1=NN(C(N1)=O)C)CC N-(2-benzylbutyl)-1-methyl-5-oxo-4,5-dihydro-1H-1,2,4-triazole-3-carboxamide